rel-trans-2-(4-chlorophenyl)cyclopropan-1-amine ClC1=CC=C(C=C1)[C@H]1[C@@H](C1)N |o1:7,8|